3-(1-oxo-4-(((1s,4s)-4-(((1-(trifluoromethyl)cyclopropyl)methyl)amino)cyclohexyl)(5,5,5-trifluoropentyl)amino)isoindolin-2-yl)piperidine-2,6-dione O=C1N(CC2=C(C=CC=C12)N(CCCCC(F)(F)F)C1CCC(CC1)NCC1(CC1)C(F)(F)F)C1C(NC(CC1)=O)=O